4-(1-methylheptyloxy carbonyl)phenyl-4-hexyloxybenzoate CC(CCCCCC)OC(=O)C1=CC=C(C=C1)OC(C1=CC=C(C=C1)OCCCCCC)=O